C1=CC=CC=2C3=CC=CC=C3C(C12)COC(=O)N([C@@H](C)CCC#C)C (2S)-2-[9H-fluoren-9-ylmethoxycarbonyl(methyl)amino]hex-5-yne